F[B-](F)(F)F.C(CCC)N1C=NC=C1 1-Butyl-imidazole tetrafluoroborate